5-(Cyclopropylamino)-N-(3-methoxy-5-(1H-1,2,4-triazol-3-yl)phenyl)pyrazolo[1,5-a]pyrimidine-3-Carboxamide C1(CC1)NC1=NC=2N(C=C1)N=CC2C(=O)NC2=CC(=CC(=C2)C2=NNC=N2)OC